2-Amino-N-{1-[8-chloro-5-(4-methyl-3-oxopiperazin-1-yl)imidazo[1,5-a]pyridin-6-yl]ethyl}pyrazolo[1,5-a]pyrimidine-3-carboxamide trifluoroacetate salt FC(C(=O)O)(F)F.NC1=NN2C(N=CC=C2)=C1C(=O)NC(C)C=1C=C(C=2N(C1N1CC(N(CC1)C)=O)C=NC2)Cl